O1CCN(CC1)CC1=CC=C(C=C1)C#CC1=CC=C(C=C1)C1=CC(=NO1)CN1N=CN=C1C(=O)N 1-((5-(4-((4-(morpholinomethyl)phenyl)ethynyl)phenyl)isoxazol-3-yl)methyl)-1H-1,2,4-triazol-5-carboxamide